tert-butyl exo-6-(difluoromethyl)-3-azabicyclo[3.1.0]hexane-3-carboxylate FC(C1C2CN(CC12)C(=O)OC(C)(C)C)F